1-ethyl-n-hexylbenzene C(C)C(CCCCC)C1=CC=CC=C1